1,2-bis(trimethylsilyloxy)ethylene C[Si](OC=CO[Si](C)(C)C)(C)C